BrC=1C=C2C(C(=COC2=CC1)CCC1(COC2=CC=C(C=C2C1=O)Br)O)=O 6-Bromo-3-(2-(6-bromo-3-hydroxy-4-oxochroman-3-yl)ethyl)-4H-chromen-4-one